methyl (1S)-3-(4-{[(2-{[(tert-butoxy) carbonyl] (methyl) amino} ethyl) (methyl) amino] methyl}-1-(oxacyclohex-2-yl)-1H-pyrazol-3-yl)-6,6-dimethylcyclohex-3-ene-1-carboxylate C(C)(C)(C)OC(=O)N(CCN(C)CC=1C(=NN(C1)C1OCCCC1)C=1C[C@@H](C(CC1)(C)C)C(=O)OC)C